[methoxyphenoxy]propan-2-ol methyl-(2E)-2-(dimethylaminomethylene)-5,5,5-trifluoro-3-oxo-pentanoate CC(C(\C(\C(=O)OC(COC1=C(C=CC=C1)OC)C)=C/N(C)C)=O)C(F)(F)F